aminopyrimidinecarboxamide NC1=NC(=NC=C1)C(=O)N